N-{7-fluoro-2H,3H-[1,4]dioxino[2,3-b]pyridin-6-yl}-N-(4-iodo-2,5-dimethylphenyl)pent-2-ynamide FC=1C=C2C(=NC1N(C(C#CCC)=O)C1=C(C=C(C(=C1)C)I)C)OCCO2